ClC1=CC(=CC(=N1)C(C#N)(C)C)C1=NN(N=C1)C (6-chloro-4-(2-methyl-2H-1,2,3-triazol-4-yl)pyridin-2-yl)-2-methylpropionitrile